3-(3-(3,4-dihydroisoquinolin-2(1H)-yl)-2-hydroxypropyl)-2-oxoimidazolidin C1N(CCC2=CC=CC=C12)CC(CN1C(NCC1)=O)O